benzyl (R)-(6-(3-(1-((8-chloro-6-(1,1-dioxidothiomorpholino)pyrido[3,4-d]pyrimidin-4-yl)amino)ethyl)phenoxy)hexyl)carbamate ClC1=NC(=CC2=C1N=CN=C2N[C@H](C)C=2C=C(OCCCCCCNC(OCC1=CC=CC=C1)=O)C=CC2)N2CCS(CC2)(=O)=O